1-carboxyethyl-3-methylimidazole hydrogensulfate S(=O)(=O)(O)O.C(=O)(O)C(C)C1=NC=CN1C